NCCCN1CCN(CC1)C=1C=C2CN(C(C2=CC1)=O)C1CNCCC1 3-(5-(4-(3-aminopropyl)piperazin-1-yl)-1-oxoisoindol-2-yl)piperidine